ClC1=C2C=NN(C2=CC=C1NC1=NN(C=C1)C1=CC(=C(OCC(=O)OC(C)(C)C)C=C1)F)C1OCCCC1 tert-butyl 2-(4-(3-((4-chloro-1-(tetrahydro-2H-pyran-2-yl)-1H-indazol-5-yl)amino)-1H-pyrazol-1-yl)-2-fluorophenoxy)acetate